O=C1NC(CCC1N1C(C2=CC=C(C=C2C1=O)N1CCC(CC1)CC1CCN(CC1)C(=O)OC(C)(C)C)=O)=O tert-butyl 4-[[1-[2-(2,6-dioxo-3-piperidyl)-1,3-dioxo-isoindolin-5-yl]-4-piperidyl]methyl]piperidine-1-carboxylate